C(C)C(COC(C=1C(C(=O)OCC(CCCC)CC)=C(C(=C(C1Br)Br)Br)Br)=O)CCCC tetrabromophthalic acid di(2-ethylhexyl) ester